C(C)(C)(C)OC(=O)N1C[C@H](N(CC1)C1CCC(CC1)N1N=C2C=C(C=CC2=C1)C(=O)OC)COC methyl 2-((1S,4r)-4-((S)-4-(tert-butoxycarbonyl)-2-(methoxymethyl)piperazin-1-yl)cyclohexyl)-2H-indazole-6-carboxylate